1-(4-(4-aminophenyl)piperidin-1-yl)-3-hydroxy-3-methyl-butan-1-one NC1=CC=C(C=C1)C1CCN(CC1)C(CC(C)(C)O)=O